2-(3-bromo-4-hydroxyphenyl)propanoic acid BrC=1C=C(C=CC1O)C(C(=O)O)C